C1(CC1)N1N=CC(=C1)[C@@H]1OCC[C@@H](C1)C(=O)Cl (2R,4S)-2-(1-cyclopropylpyrazol-4-yl)-tetrahydropyran-4-carbonyl chloride